ClC1=NC(=C2C=C(C=NC2=C1)I)OC1CCC(CC1)C=1C=NN(C1)C 7-chloro-3-iodo-5-[4-(1-methylpyrazol-4-yl)cyclohexoxy]-1,6-naphthyridine